BrC1=CC(=C(C=C1)N1CN(C(C2=CC=C(C=C12)C(F)(F)F)=O)C=1C=NC(=CC1)OC)C 1-(4-bromo-2-methylphenyl)-3-(6-methoxypyridin-3-yl)-7-(trifluoromethyl)-2,3-dihydroquinazolin-4(1H)-one